(6-Fluoro-5-(4-fluoro-3-(1H-1,2,4-triazol-3-yl)phenoxy)-1-tosyl-1H-indol-4-yl)methanol FC1=C(C(=C2C=CN(C2=C1)S(=O)(=O)C1=CC=C(C)C=C1)CO)OC1=CC(=C(C=C1)F)C1=NNC=N1